o-methylbenzyl butyl ether C(CCC)OCC1=C(C=CC=C1)C